FC=1C=CC(=NC1)C(=O)N1CCC2(CC1)C(C1=CC(=CC=C1C2)C2=C(C=CC=C2)C(C)C)O (5-Fluoropyridin-2-yl)(1-hydroxy-6-(2-isopropylphenyl)-1,3-dihydro-spiro[inden-2,4'-piperidin]-1'-yl)methanone